1-(5-(4-Chloro-2-(4-cyclopropylpiperazine-1-carbonyl)-7-fluoro-1H-indol-6-yl)-3,6-dihydropyridin-1(2H)-yl)-3-(1H-1,2,3-triazol-1-yl)propan-1-one ClC1=C2C=C(NC2=C(C(=C1)C1=CCCN(C1)C(CCN1N=NC=C1)=O)F)C(=O)N1CCN(CC1)C1CC1